FC1=C2C=C(NC2=CC=C1)C(=O)N1C[C@H]2[C@@](C1)(CCOC2)C(=O)N |o1:14,15| rel-(3aR,7aR)-2-[(4-Fluoro-1H-indol-2-yl)carbonyl]hexahydropyrano[3,4-c]pyrrole-7a(1H)-carboxamide